amino-N,N-dimethyl-[2,3'-bipyridine]-5-carboxamide NC=1C(=NC=C(C1)C(=O)N(C)C)C=1C=NC=CC1